COC1=CC=C(C=CC(=O)OCCCCCCCC)C=C1 octyl para-methoxycinnamate